ClC=1C=C(C=CC1OC)C(CC(C)C)=O 1-(3-chloro-4-methoxyphenyl)-3-methylbutan-1-one